ClC1=C(C=CC(=C1)OCCN1CCNCC1)C1=NC=2C(=NC=CC2OC2(CC2)C)N1CC1=NC=CC(=C1)Cl 2-(2-Chloro-4-(2-(piperazin-1-yl)ethoxy)phenyl)-3-((4-chloropyridin-2-yl)methyl)-7-(1-methylcyclopropoxy)-3H-imidazo[4,5-b]pyridine